C(C)OC(=O)C=1C=NN2C1C=C(C=C2)Br.C(C)ONC(=O)C=2C=NC=CC2NC2=C(C(=CC(=C2)F)C2=NC=C(C=N2)F)OC N-ethoxy-4-((5-fluoro-3-(5-fluoropyrimidin-2-yl)-2-methoxyphenyl)amino)pyridine-3-carboxamide ethyl-5-bromopyrazolo[1,5-a]pyridine-3-carboxylate